N-(3-(trimethoxysilyl)propyl)propan-1-amine CO[Si](CCCNCCC)(OC)OC